C1=CC=CC=2C3=CC=CC=C3C(C12)COC(=O)N([C@@H](COCC(C)(C)O)C(=O)O)C N-(((9H-fluoren-9-yl)methoxy)carbonyl)-O-(2-hydroxy-2-methylpropyl)-N-methyl-L-serine